COC(=O)C1=CC2=C(C(=C(CCC2)C2=C(C=C(C=C2)Cl)Cl)C2=C(C=C(C=C2F)OC(C)(C)C)F)C=C1.BrC1=CC(=CC(=C1)C(F)(F)F)C1(CC1)OC 1-bromo-3-(1-methoxycyclopropyl)-5-(trifluoromethyl)benzene methyl-9-(4-(tert-butoxy)-2,6-difluorophenyl)-8-(2,4-dichlorophenyl)-6,7-dihydro-5H-benzo[7]annulene-3-carboxylate